(2S,4S,5R,6R)-6-((1R,2R)-3-(2-(4-chlorophenyl)acetamido)-1,2-dihydroxypropyl)-4-hydroxy-5-(2-hydroxyacetamido)-2-((S)-1-hydroxyheptyl)tetrahydro-2H-pyran-2-carboxylic acid ClC1=CC=C(C=C1)CC(=O)NC[C@H]([C@@H](O)[C@H]1[C@@H]([C@H](C[C@@](O1)(C(=O)O)[C@H](CCCCCC)O)O)NC(CO)=O)O